C(#N)C=1C(=C(C(=O)NC=2C=C3C(=NNC3=CC2)C2=COC=C2)C(=CC1)F)C Cyano-6-fluoro-N-(3-(furan-3-yl)-1H-indazol-5-yl)-2-methylbenzamide